6-(2,5-dimethoxyphenyl)-2-(1,3-dithian-2-yl)-3-ethyl-4-(4-methoxyphenyl)-4H-pyran COC1=C(C=C(C=C1)OC)C1=CC(C(=C(O1)C1SCCCS1)CC)C1=CC=C(C=C1)OC